1-(2-tert-butoxy-2-oxo-ethyl)-7-nitro-indole-2-carboxylic acid ethyl ester C(C)OC(=O)C=1N(C2=C(C=CC=C2C1)[N+](=O)[O-])CC(=O)OC(C)(C)C